C(OC1=C(C#N)C=CC=C1)([2H])([2H])[2H] [(2H3)methyloxy]benzonitrile